C(CCCCCCC)C(CCCCCCCC)OC(CCCCOC(=O)[C@H]1NC[C@@H](C1)O)=O (2S,4R)-4-hydroxypyrrolidine-2-carboxylic acid [5-(1-octylnonyloxy)-5-oxo-pentyl] ester